CONC(CCC(C)C)=O N-methoxy-4-methylpentanamide